(S)-2-(4-((2-((4-Chloro-2-fluorophenoxy)methyl)pyridin-4-yl)oxy)-3-fluorobenzyl)-4-fluoro-1-(oxetan-2-ylmethyl)-1H-benzo[d]imidazole-6-carboxylic acid ClC1=CC(=C(OCC2=NC=CC(=C2)OC2=C(C=C(CC3=NC4=C(N3C[C@H]3OCC3)C=C(C=C4F)C(=O)O)C=C2)F)C=C1)F